N1N=CC(=C1)CN1C(C2(C3=C1C=NC=1C=CC(=CC31)C=3C=C(C(=NC3)OC)NS(=O)(=O)C3=CC=CC=C3)CC2)=O N-(5-(3'-((1H-Pyrazol-4-yl)methyl)-2'-oxo-2',3'-dihydrospiro[cyclopropane-1,1'-pyrrolo[2,3-c]quinolin]-8'-yl)-2-methoxypyridin-3-yl)benzenesulfonamide